S1(OC[C@H]2N1CCC2)(=O)=O (S)-tetrahydro-3H-pyrrolo[1,2-c][1,2,3]oxathiazole 1,1-dioxide